5-(4-(benzyloxy)benzofuran-2-yl)-2-methoxy-7-methylquinoxaline C(C1=CC=CC=C1)OC1=CC=CC2=C1C=C(O2)C2=C1N=CC(=NC1=CC(=C2)C)OC